9-([1,1'-biphenyl]-4-yl)-10-bromoanthracene-1,2,3,4,5,6,7,8-d8 C1(=CC=C(C=C1)C=1C2=C(C(=C(C(=C2C(=C2C(=C(C(=C(C12)[2H])[2H])[2H])[2H])Br)[2H])[2H])[2H])[2H])C1=CC=CC=C1